N-[4-[4-(azetidine-3-carbonyl)piperazine-1-carbonyl]-3-chloro-phenyl]-5-(2,3-difluoro-4-methoxy-phenyl)-1-methyl-imidazole-2-carboxamide formate C(=O)O.N1CC(C1)C(=O)N1CCN(CC1)C(=O)C1=C(C=C(C=C1)NC(=O)C=1N(C(=CN1)C1=C(C(=C(C=C1)OC)F)F)C)Cl